3,5,6-trichloro-4-(1,3-dioxoisoindolin-2-yl)pyridine-2-carbonitrile ClC=1C(=NC(=C(C1N1C(C2=CC=CC=C2C1=O)=O)Cl)Cl)C#N